N,N-dilinoleyl-N,N-dimethylammonium chloride [Cl-].C(CCCCCCC\C=C/C\C=C/CCCCC)[N+](C)(C)CCCCCCCC\C=C/C\C=C/CCCCC